FC(C(=O)O)(F)F.N1CC(C1)CCOC1=C2C(N(C(C2=CC=C1)=O)C1C(NC(CC1)=O)=O)=O 4-[2-(azetidin-3-yl)ethoxy]-2-(2,6-dioxopiperidin-3-yl)isoindole-1,3-dione trifluoroacetate